Methyl 5-(3-aminopropylcarbamoyl)-2-(2-(4-fluorophenyl)butanamido)-4-methylthiophene-3-carboxylate NCCCNC(=O)C1=C(C(=C(S1)NC(C(CC)C1=CC=C(C=C1)F)=O)C(=O)OC)C